4-(6-(4-acrylamidophenyl)-4-aminopyrazolo[5,1-f][1,2,4]triazin-5-yl)-N-(2,2-difluoroethyl)-2-methoxybenzamide C(C=C)(=O)NC1=CC=C(C=C1)C1=NN2N=CN=C(C2=C1C1=CC(=C(C(=O)NCC(F)F)C=C1)OC)N